(4-ethoxy-2,3-difluorophenyl)boronic acid C(C)OC1=C(C(=C(C=C1)B(O)O)F)F